[N+](=O)([O-])C=1C=C(C=CC1)C1=CC=CC=C1 3-nitro-1,1'-biphenyl